N[C@H](C(=O)OC)CC1=CC=C(C2=C1CC(O2)(C)C)Br methyl (S)-2-amino-3-(7-bromo-2,2-dimethyl-2,3-dihydrobenzofuran-4-yl)propanoate